BrC1=CC=CC=2N(C(NC21)=O)C2CCN(CC2)C(=O)NC2=CC=C1C=CNC1=C2 4-(4-bromo-2-oxo-2,3-dihydro-1H-1,3-benzodiazol-1-yl)-N-(1H-indol-6-yl)piperidine-1-carboxamide